C(C=C)(=O)OCCCCCCCCCCCOC1=CC(=C(C=C1)C1=NC(=NC(=N1)C1=C(C=C(C=C1)OCCCCCCCCCCCOC(C=C)=O)O)C1=CC=CC=C1)O (((6-phenyl-1,3,5-triazine-2,4-diyl)bis(3-hydroxy-4,1-phenylene))bis(oxy))bis(undecane-11,1-diyl) diacrylate